ClC=1C=C(C=C2C(=C(C=NC12)C#N)N[C@H](CCO)C1=CC=CC=C1)N[C@H](C=1N=NNC1)C=1C=NC=CC1 8-chloro-4-(((R)-3-hydroxy-1-phenylpropyl)amino)-6-(((S)-pyridin-3-yl(1H-1,2,3-triazol-4-yl)methyl)amino)quinoline-3-carbonitrile